FC1(CCN(CCC1)C=1N=NC(=C(C1C(=O)NC12CC(C1)(C2)C(=O)OC)C)C=2C=NN(C2)C)F methyl 3-(3-(4,4-difluoroazepan-1-yl)-5-methyl-6-(1-methyl-1H-pyrazol-4-yl)pyridazine-4-carboxamido)bicyclo[1.1.1]pentane-1-carboxylate